4-bromo-3-chloro-N,N-dimethyl-benzamide BrC1=C(C=C(C(=O)N(C)C)C=C1)Cl